1-(6-chlorobenzo[b]thiophen-2-yl)-2-(3-fluorophenyl)prop-2-en-1-one ClC=1C=CC2=C(SC(=C2)C(C(=C)C2=CC(=CC=C2)F)=O)C1